acryloyloxynonadecyl-diiodomethylsilane C(C=C)(=O)OCCCCCCCCCCCCCCCCCCC[SiH2]C(I)I